2,2'-Cyclocytidine C1=CN2[C@H]3[C@H]([C@@H]([C@H](O3)CO)O)OC2=NC1=N